anthraceneformate C1(=CC=CC2=CC3=CC=CC=C3C=C12)C(=O)[O-]